O=C(CNC(CCl)=O)C1=CC(=CC=C1)OC(F)(F)F N-(2-oxo-2-(3-trifluoromethoxyphenyl)ethyl)chloroacetamide